2-amino-4-(6-(6-((5-chloro-6-methoxypyridin-3-yl)methyl)-3,6-diazabicyclo[3.1.1]heptan-3-yl)pyridin-3-yl)-6-(2-methoxyethoxy)pyrazolo[1,5-a]pyridine-3-carbonitrile NC1=NN2C(C(=CC(=C2)OCCOC)C=2C=NC(=CC2)N2CC3N(C(C2)C3)CC=3C=NC(=C(C3)Cl)OC)=C1C#N